3-(2-chloropyridin-4-yl)-5-thioxo-4,5-dihydro-1,2,4-triazol-1-ide ClC1=NC=CC(=C1)C1=N[N-]C(N1)=S